BrC1=CC=C(S1)CN(CC(=O)NCC1=CC=C(C=C1)OC(F)(F)F)C 2-(((5-Bromothiophen-2-yl)methyl)(methyl)amino)-N-(4-(trifluoromethoxy)benzyl)acetamide